3-(isoquinolin-3-ylmethylene)-6-(3-(4-fluorobenzoyl)benzylidene)piperazine-2,5-dione C1=NC(=CC2=CC=CC=C12)C=C1C(NC(C(N1)=O)=CC1=CC(=CC=C1)C(C1=CC=C(C=C1)F)=O)=O